C(C1=CC=CC=C1)N1CCCN(CCCN(CCC1)CC1=CC=CC=C1)CC1=CC=CC=C1 1,5,9-tribenzyl-1,5,9-triazacyclododecane